C1(CC1)C=1C=C(C(=O)N[C@@H](C)C2=NC=CN=C2C2=NC=C(C=C2)N=S(=O)(C)CC)C=C(C1)C(F)(F)F 3-cyclopropyl-N-((1S)-1-(3-(5-((ethyl(methyl)(oxo)-λ6-sulfaneylidene)amino)pyridin-2-yl)pyrazin-2-yl)ethyl)-5-(trifluoromethyl)benzamide